C1(CC1)C1=CC(=NO1)CNC(=O)C1=C(C2=C(CCC3=CN(N=C23)CC2=NC=CC=C2)O1)C N-[(5-Cyclopropyl-1,2-oxazol-3-yl)methyl]-8-methyl-2-(pyridin-2-ylmethyl)-4,5-dihydro-2H-furo[2,3-g]indazol-7-carboxamid